F[P-](F)(F)(F)(F)F.N1N=NC2=C1C=CC=C2O[P+](N(C)C)(N(C)C)N(C)C benzotriazolyloxytris(dimethylamino)phosphonium hexafluorophosphate